C(CCCCCCC)C(CN1C(C=2C(C1=O)=CSC2)=O)CCCCCCCCCC 5-(2-octyl-1-dodecyl)-4H-thieno[3,4-c]pyrrole-4,6(5H)-dione